C(C1=CC=CC=C1)ON[C@@H](CCCCN)C(=O)O N-benzyloxy-L-lysine